C(C)(C)(C)OC(=O)N1C2CN(CC1CC2)C2=NC(=NC1=C(C(=C(C=C21)Cl)Br)F)O[C@@H](C(OC)OC)C 3-(7-bromo-6-chloro-2-(((R)-1,1-dimethoxyprop-2-yl)oxy)-8-fluoroquinazolin-4-yl)-3,8-diazabicyclo[3.2.1]octane-8-carboxylic acid tert-butyl ester